4-[3-chloro-5-(trifluoromethyl)phenyl]-2-[1-(difluoromethyl)pyrazol-3-yl]-5-(trifluoromethyl)pyrazol-3-amine ClC=1C=C(C=C(C1)C(F)(F)F)C1=C(N(N=C1C(F)(F)F)C1=NN(C=C1)C(F)F)N